1-(2-(1-((5-bromo-2-nitropyridin-3-yl)oxy)ethyl)-4-fluorophenyl)-1H-pyrazol BrC=1C=C(C(=NC1)[N+](=O)[O-])OC(C)C1=C(C=CC(=C1)F)N1N=CC=C1